ClC1=C2C=CNC2=CC(=C1)NC(=O)N[C@@H](C)C1=CC(=CC(=C1)C(F)(F)F)Cl (S)-1-(4-chloro-1H-indol-6-yl)-3-(1-(3-chloro-5-(trifluoromethyl)phenyl)ethyl)urea